COC=1N=C(C(=NC1)C(=O)OC)C(F)(F)F methyl 5-methoxy-3-(trifluoromethyl)pyrazine-2-carboxylate